1-fluoro-5-methyl-12-(methylsulfinyl)-5a,6,7,8,9,10-hexahydro-5H-4-oxa-3,10a,11,13,14-pentaaza-6,9-methanonaphtho[1,8-ab]heptalene-14-carboxylate FC1=C2N=C(N=C3C2=C(OC(C2C4CCC(CN32)N4C(=O)[O-])C)N=C1)S(=O)C